N-(3-(7-cyano-1H-indol-4-yl)-2-methylphenyl)-4-(difluoromethyl)benzamide C(#N)C=1C=CC(=C2C=CNC12)C=1C(=C(C=CC1)NC(C1=CC=C(C=C1)C(F)F)=O)C